O1-benzyl O2-methyl (2S,4S)-4-[[6-[6-fluoro-3-[(2S)-2-methoxy-3-(methylamino)propyl]-2-methyl-benzimidazol-4-yl]-3-methyl-2-pyridyl]amino]pyrrolidine-1,2-dicarboxylate FC=1C=C(C2=C(N=C(N2C[C@H](CNC)OC)C)C1)C1=CC=C(C(=N1)N[C@H]1C[C@H](N(C1)C(=O)OCC1=CC=CC=C1)C(=O)OC)C